(R)-4-(7-((2,3-dihydro-1H-inden-1-yl)amino)thieno[2,3-c]pyridin-2-yl)-6-((4-fluorophenoxy)methyl)-2-isobutyl-5-(5-methyl-1,3,4-oxadiazol-2-yl)nicotinamide [C@H]1(CCC2=CC=CC=C12)NC=1N=CC=C2C1SC(=C2)C2=C(C(=NC(=C2C(=O)N)CC(C)C)COC2=CC=C(C=C2)F)C=2OC(=NN2)C